4-(6-fluoro-1-methyl-1,2,3,4,4a,5-hexahydrobenzo[4,5]imidazo[1,2-a]pyridin-8-yl)-5-(trifluoromethyl)pyrimidin-2-amine FC1=CC(=CC2=C1NC1N2C(CCC1)C)C1=NC(=NC=C1C(F)(F)F)N